(S)-pyrrolidine-2-carboxylic acid N1[C@@H](CCC1)C(=O)O